6-cyclobutoxy-4-(4-fluoro-3-(4-(4-methoxypyridin-2-yl)piperazine-1-carbonyl)benzyl)phthalazin-1(2H)-one tert-butyl-4-(4-methoxypyridin-2-yl)piperazine-1-carboxylate C(C)(C)(C)OC(=O)N1CCN(CC1)C1=NC=CC(=C1)OC.C1(CCC1)OC=1C=C2C(=NNC(C2=CC1)=O)CC1=CC(=C(C=C1)F)C(=O)N1CCN(CC1)C1=NC=CC(=C1)OC